C(CCCCCCC)OC(CCCCCCCCCCCCCCCCC)=O Octylstearat